2,2,3,4,4-pentamethylpentane CC(C)(C(C(C)(C)C)C)C